CN(CCCCC(=O)OC(CCCCCCCCC(=O)N(CCCCCCCCCC)CCCCCCCCCC)CCCCCCCCC(=O)N(CCCCCCCCCC)CCCCCCCCCC)C 1,19-bis(didecylamino)-1,19-dioxononadecan-10-yl 5-(dimethylamino)pentanoate